lead fluorosilane F[SiH3].[Pb]